hydroxy-4-((3-(2-(2-(4-fluorophenyl)acetamido)ethyl)-5-methoxy-1H-indol-1-yl)methyl)-benzamide OC1=C(C(=O)N)C=CC(=C1)CN1C=C(C2=CC(=CC=C12)OC)CCNC(CC1=CC=C(C=C1)F)=O